CN(C1=CC=C(C=C1)CCCCCO)C 5-[4-(dimethylamino)phenyl]pentane-1-ol